(R)-N-(1-(3-methyl-4-((1-(2-(1-methyl-1H-pyrazol-4-yl)quinolin-4-yl)ethyl)carbamoyl)phenyl)cyclopropyl)thiazole-4-carboxamide CC=1C=C(C=CC1C(N[C@H](C)C1=CC(=NC2=CC=CC=C12)C=1C=NN(C1)C)=O)C1(CC1)NC(=O)C=1N=CSC1